ClC1=C(C(=O)C2C(CCCC2=O)=O)C=CC(=C1COCC(F)(F)F)S(=O)(=O)C {2-chloro-4-(methylsulfonyl)-3-[(2,2,2-trifluoroethoxy)methyl]benzoyl}cyclohexane-1,3-dione